OC1=CC=C(C=C1)C(C(F)(F)F)(C(F)(F)F)C1=CC=C(C=C1)O 2,2-Bis-(4-hydroxyphenyl)hexafluoropropane